C(C)(C)(C)N=P(N(C)C)(N(C)C)N(C)C tert-butyl-imino-tris-(dimethylamino)-phosphorane